BrCC=1C=C2CN(CC2=CC1)C(=O)OC(C)(C)C tert-Butyl 5-(bromomethyl)isoindoline-2-carboxylate